5-[4-amino-5-(trifluoromethyl)pyrrolo[2,1-f][1,2,4]triazin-7-yl]-N-[(3R,4S)-1-(3,4-difluorobenzoyl)-4-fluoropyrrolidin-3-yl]-4-fluoro-2-methylbenzamide NC1=NC=NN2C1=C(C=C2C=2C(=CC(=C(C(=O)N[C@@H]1CN(C[C@@H]1F)C(C1=CC(=C(C=C1)F)F)=O)C2)C)F)C(F)(F)F